1-(4-amino-2-hydroxyphenyl)ethan-1-one NC1=CC(=C(C=C1)C(C)=O)O